[[3-(1-tert-butoxycarbonylpyrrolidin-3-yl)-6-chloro-4-quinolyl]amino]-5-chloro-benzoic acid C(C)(C)(C)OC(=O)N1CC(CC1)C=1C=NC2=CC=C(C=C2C1NC1=C(C(=O)O)C=C(C=C1)Cl)Cl